N-(2-chlorophenyl)-8-methyl-2-(4-methylbenzyl)-4,5-dihydro-2H-furo[2,3-g]indazole-7-carboxamide ClC1=C(C=CC=C1)NC(=O)C1=C(C2=C(CCC3=CN(N=C23)CC2=CC=C(C=C2)C)O1)C